(o-nitroanilino)-3-cyano-5-methylthiophene [N+](=O)([O-])C1=C(NC=2SC(=CC2C#N)C)C=CC=C1